FC(C1=C(C(C2=CC=CC=C2)OC2CN(C2)C(=O)NC(C)C)C=CC=C1)(F)F 3-[2-(trifluoromethyl)benzhydryloxy]-N-(iso-propyl)azetidine-1-carboxamide